1-(1H-1,3-benzodiazol-2-yl)-4-[2-(4-fluorophenyl)ethyl]-3-phenyl-1H-pyrazol N1C(=NC2=C1C=CC=C2)N2N=C(C(=C2)CCC2=CC=C(C=C2)F)C2=CC=CC=C2